C(C=C)C1CCN(CC1)C1=C(C=CC(=C1)Br)N1N=NC(=C1)C1=NC(=NC(=C1)C)N1CC(C(CC1)(F)F)C=C 4-(1-(2-(4-allylpiperidin-1-yl)-4-bromophenyl)-1H-1,2,3-triazol-4-yl)-2-(4,4-difluoro-3-vinylpiperidin-1-yl)-6-methylpyrimidine